BrC1=CC(=C(C=C1)Cl)OC1=CC=C(C=C1)OCC 4-bromo-1-chloro-2-(4-ethoxyphenoxy)benzene